N(=[N+]=[N-])CCC(CCC(CCC(CC(N[C@H](C(=O)N1[C@@H](C[C@H](C1)O)C(=O)N[C@@H](C)C1=CC=C(C=C1)C1=C(N=CS1)C)C(C)(C)C)=O)=O)=O)=O (2S,4r)-1-((S)-14-azido-2-(tert-butyl)-4-oxo-6,9,12-trioxo-3-azatetradecanoyl)-4-hydroxy-N-((S)-1-(4-(4-methylthiazol-5-yl)phenyl)ethyl)pyrrolidine-2-carboxamide